C(C)(=O)C=1C=NN(C1)C1CN(CC1)C(=O)OC(C)(C)C tert-butyl 3-(4-acetyl-1H-pyrazol-1-yl)pyrrolidine-1-carboxylate